2-[2-[2-(3,4-difluoro-2-methoxy-phenoxy)-5-fluoro-4-(trifluoromethyl)phenyl]-4-oxo-1H-1,6-naphthyridin-5-yl]acetamide FC=1C(=C(OC2=C(C=C(C(=C2)C(F)(F)F)F)C=2NC3=CC=NC(=C3C(C2)=O)CC(=O)N)C=CC1F)OC